(5R)-9-Bromo-N-[(R)-1-(naphthalen-1-yl)ethyl]-2-oxo-1-propyl-1,2,4,5-tetrahydro-5,7a-ethenoindole-7-carboxamide BrC1=CC23C(=C[C@H]1CC3=CC(N2CCC)=O)C(=O)N[C@H](C)C2=CC=CC3=CC=CC=C23